O[C@]1(C(C)=O)C=C[C@H]2[C@@H]3CCC4CCCC[C@]4(C)[C@H]3CC[C@]12C 17-hydroxypregnenone